FC(=C(OC(C(F)(F)F)(F)F)F)Br perfluoroethoxyvinyl bromide